3,4-dimethoxycinnamonitrile COC=1C=C(C=CC#N)C=CC1OC